1-[2-[[(2S)-1-methylpyrrolidin-2-yl]methoxy]-5,6,7,8-tetrahydropyrido[3,4-d]pyrimidin-4-yl]azepan-4-ol CN1[C@@H](CCC1)COC=1N=C(C2=C(N1)CNCC2)N2CCC(CCC2)O